2-ethyl-1,3-hexanediol terephthalate C(C1=CC=C(C(=O)O)C=C1)(=O)O.C(C)C(CO)C(CCC)O